CN1C[C@@H]2N(C3=C(OC2)C=C2C(=N3)C(=NC=N2)NC2=CC(=C(C=C2)OC2=CC3=C(C=N2)N(C=N3)C)C)CC1 (S)-3-methyl-N-(3-methyl-4-((3-methyl-3H-imidazo[4,5-c]pyridin-6-yl)oxy)phenyl)-1,2,3,4,4a,5-hexahydropyrazino[1,2-d]pyrimido[4',5':5,6]pyrido[3,2-b][1,4]oxazin-11-amine